OCCC[S+](CCCCCCCCCCCCCCCC)CCC(CC)O 5-[S-3-hydroxypropyl-S-hexadecyl-sulfonio]-3-hydroxypentane